tert-butyl 7-(2-((4-chloro-2,6-difluorobenzyl)(5-cyanopyridin-2-yl)amino)ethyl)-6,8-dioxa-2-azaspiro[3.5]nonane-2-carboxylate ClC1=CC(=C(CN(CCC2OCC3(CN(C3)C(=O)OC(C)(C)C)CO2)C2=NC=C(C=C2)C#N)C(=C1)F)F